ethyl (S)-6-(tert-butyl)-2-methoxy-3-(3-methoxypropoxy)-10-oxo-5,10-dihydro-6H-pyrido[1,2-h][1,7]naphthyridine-9-carboxylate C(C)(C)(C)[C@@H]1CC=2C=C(C(=NC2C=2N1C=C(C(C2)=O)C(=O)OCC)OC)OCCCOC